C(C)(C)N(CCC)CC1=C(C=CC(=C1)[N+](=O)[O-])O 2-((Isopropyl-(propyl)amino)methyl)-4-nitrophenol